(-)-Menthyl glutarate C[C@@H]1CC[C@H]([C@@H](C1)OC(=O)CCCC(=O)O[C@@H]2C[C@@H](CC[C@H]2C(C)C)C)C(C)C